O1C(CCC1)[C@H](C)N (1S)-1-(tetrahydrofuran-2-yl)ethylamine